O1CCN(CC1)C=1C2=C(N=CN1)NC(=C2)C2=CC=C(C=C2)NC(=O)NC2CCC1(CNC1)CC2 1-(4-(4-morpholino-7H-pyrrolo[2,3-d]pyrimidin-6-yl)phenyl)-3-(2-azaspiro[3.5]nonan-7-yl)urea